Styrene-Maleic-Anhydrid C(=CC1=CC=CC=C1)/C/1=C/C(=O)OC1=O